C(#C)[C@]1(CCC=2C1=NC=CC2)O (S)-7-ethynyl-6,7-dihydro-5H-cyclopenta[b]pyridin-7-ol